3-(tetrahydro-2H-pyran-4-ylmethoxy)-5-[5-(trifluoromethyl)-1,3-thiazol-2-yl]benzoic acid methyl ester COC(C1=CC(=CC(=C1)C=1SC(=CN1)C(F)(F)F)OCC1CCOCC1)=O